FC1(CC12CN(C(CC2)C(=O)OC)C(=O)OC(C)(C)C)F 5-tert-butyl 6-methyl 1,1-difluoro-5-azaspiro[2.5]octane-5,6-dicarboxylate